ClC1=CC=C(C=C1)N1C(=NC(=C1)CC(=O)N1CC2=C(CC1)NN=N2)C=2C=NC(=NC2)NC2CC1=CC=CC=C1C2 2-[1-(4-chlorophenyl)-2-{2-[(2,3-dihydro-1H-inden-2-yl)amino]pyrimidin-5-yl}-1H-imidazol-4-yl]-1-{1H,4H,5H,6H,7H-[1,2,3]triazolo[4,5-c]pyridin-5-yl}ethan-1-one